N-((1S,4S)-3-((6-CHLORO-2-(TRIFLUOROMETHYL)QUINOLIN-3-YL)AMINO)CYCLOHEXYL)-3-(3-METHYLUREIDO)BENZAMIDE ClC=1C=C2C=C(C(=NC2=CC1)C(F)(F)F)NC1C[C@H](CCC1)NC(C1=CC(=CC=C1)NC(=O)NC)=O